stigmast-7-en CC[C@H](CC[C@@H](C)[C@H]1CC[C@H]2C3=CCC4CCCC[C@]4(C)[C@H]3CC[C@]12C)C(C)C